C(CC)C1OC(OC1)C1CC2OC2CC1 3-(4-propyl-1,3-dioxolan-2-yl)-7-oxabicyclo[4.1.0]heptane